tert-butyl (4s)-4-[3-[[6-[[2-chloro-6-[3-(2-dispiro[2.0.2.1]heptan-7-ylethoxy)pyrazol-1-yl]pyridine-3-carbonyl]sulfamoyl]-2-pyridyl]amino]propyl]-2,2-dimethyl-pyrrolidine-1-carboxylate ClC1=NC(=CC=C1C(=O)NS(=O)(=O)C1=CC=CC(=N1)NCCC[C@H]1CC(N(C1)C(=O)OC(C)(C)C)(C)C)N1N=C(C=C1)OCCC1C2(C13CC3)CC2